FC1(CNC(N(C1)C(COC)C=1C=CC2=C(N=C(O2)C(NC(=O)C2=CC=NN2C)C2CCC(CC2)F)C1)=O)F N-((5-(1-(5,5-difluoro-2-oxotetrahydropyrimidin-1(2H)-yl)-2-methoxyethyl)benzo[d]oxazol-2-yl)(4-fluorocyclohexyl)methyl)-1-methyl-1H-pyrazole-5-carboxamide